1-[4-(2-t-butoxyethoxy)butoxy]Methanol C(C)(C)(C)OCCOCCCCOCO